C(C)N1N=C(C(=C1)C1=C(C=CC=C1)C1C2=C(CN(C1)C(\C=C\CNCC)=O)SC(=C2)C#N)C(F)(F)F (E)-4-(2-(1-Ethyl-3-(trifluoromethyl)-1H-pyrazol-4-yl)phenyl)-6-(4-(ethylamino)but-2-enoyl)-4,5,6,7-tetrahydrothieno[2,3-c]pyridine-2-carbonitrile